CN1N=NC(=C1C(F)(F)F)CC1CC12NCCC(C2)C(=O)N ((1-methyl-5-(trifluoromethyl)-1H-1,2,3-triazol-4-yl)methyl)-4-azaspiro[2.5]octane-7-carboxamide